N1(CCCCC1)C1=NC(=CC(=N1)C(=O)OC)NC1CCN(CC1)C1=NC=NC=C1 Methyl 2-(piperidin-1-yl)-6-((1-(pyrimidin-4-yl)piperidin-4-yl)amino)pyrimidine-4-carboxylate